1-(3,4,5-trimethoxyphenyl)propan-2-amine COC=1C=C(C=C(C1OC)OC)CC(C)N